4,7-bis(3-hexylthiophen-5-yl)-2,1,3-benzothiadiazole C(CCCCC)C1=CSC(=C1)C1=CC=C(C2=NSN=C21)C2=CC(=CS2)CCCCCC